tert-Butyl 4-(Aminomethyl)-2-azabicyclo[2.2.1]heptane-2-carboxylate NCC12CN(C(CC1)C2)C(=O)OC(C)(C)C